COC1=C2C(CC(OC2=CC(=C1)OCC#C)C1=CC=CC=C1)=O 5-methoxy-2-phenyl-7-(prop-2-yn-1-yloxy)chroman-4-one